FC(C(=O)OOC(C(C(C(C(C(C(C(C(F)(F)F)(F)F)(F)F)(F)F)(F)F)(F)F)(F)F)(F)F)=O)(C(C(C(C(C(C(C(F)(F)F)(F)F)(F)F)(F)F)(F)F)(F)F)(F)F)F Di(Perfluorononanoyl) Peroxide